[Si](C1=CC=CC=C1)(C1=CC=CC=C1)(C(C)(C)C)OCCCN1CCC2C1CNC2 (3-((tert-butyldiphenylsilyl)oxy)propyl)octahydropyrrolo[2,3-c]Azole